BrC=1C(=C(C(=O)OC2=C(C(=C(C(=O)OC3=C(C(=C(C(=O)O)C(=C3C)C)C)CC)C(=C2)C)O)C)C(=C(C1OC(C1=C(C=C(C=C1C)O)OC)=O)C)C)C 4-((4-((3-bromo-4-((4-hydroxy-2-methoxy-6-methylbenzoyl)oxy)-2,5,6-trimethylbenzoyl)oxy)-2-hydroxy-3,6-dimethylbenzoyl)oxy)-3-ethyl-2,5,6-trimethylbenzoic acid